CCC(CCCCCCCCC(CCCCCC)=O)=O Octadecane-3,12-dione